BrC1=CC=C(C=C1)OC(C)(C)C 1-bromo-4-tert-butoxy-benzene